C(C)(C)(C)C(CN(C(O)=O)CCCl)Cl.C(=O)(O)C1=CC=C(C=C1)C=1C2=CC=C(N2)C(=C2C=CC(C(=C3C=CC(=C(C=4C=CC1N4)C4=CC=C(C=C4)C(=O)O)N3)C3=CC=C(C=C3)C(=O)O)=N2)C2=CC=C(C=C2)C(=O)O 5,10,15,20-Tetra(4-carboxyphenyl)porphyrin Tertbutyl-bis(2-chloroethyl)carbamate